BrC=1C=C(C(=C2C=CC=NC12)/N=C/N(C)C)C(=O)C=1C2=CN(N=C2C(=CC1)F)C1OCCCC1 (E)-N'-[8-bromo-6-[7-fluoro-2-(oxan-2-yl)indazole-4-carbonyl]quinolin-5-yl]-N,N-dimethylmethanimidamide